Cl.CN1N=C2C(=CC(=CC2=C1)C1=CC2=C(N=C(S2)N(C)C2CC(NCC2)(C)C)C=C1)C 6-(2,7-dimethyl-2H-indazol-5-yl)-N-(2,2-dimethylpiperidin-4-yl)-N-methyl-1,3-benzothiazol-2-amine hydrochloride